N=1N(N=CC1)CCCCNC(C1=CC(=CC=C1)N1N=C(N=C1C1=CC=C(C=C1)[N+](=O)[O-])CC)=O N-(4-(2-2H-1,2,3-triazolyl)butyl)-3-(3-ethyl-5-(4-nitrophenyl)-1-1H-1,2,4-triazolyl)benzamide